COC=1C=C2C(=CC=NC2=CC1OC)OC1=CC=C(C=N1)NC(=O)C1=NN(C=C(C1=O)C1=CC=C(C=C1)F)C(C)C N-(6-((6,7-Dimethoxyquinolin-4-yl)oxy)pyridin-3-yl)-1-isopropyl-4-oxo-5-p-fluorophenyl-1,4-dihydropyridazine-3-carboxamide